[2-[4-(hydroxymethyl)cyclohexyl]]-6-(1-hydroxy-1-methyl-ethyl)-3H-benzimidazole OCC1CCC(CC1)C=1NC2=C(N1)C=C(C=C2)C(C)(C)O